C(C1=CC=CC=C1)OC(=O)C(CCCC)C Hexane-5-carboxylic acid benzyl ester